{7-[(4-hydroxy-1-methyltetrahydro-1H-pyrrol-3-yl)methyl]-6,7,8,9-tetrahydro-3H-pyrrolo[3,2-f]isoquinolin-2-yl}methanone OC1C(CN(C1)C)CN1CC2=CC=C3C(=C2CC1)C=C(N3)C=O